[Pt].[Au].[Ni] nickel-gold-platinum